CN(C)CCCN.C(CCCCCCCCCCC)C1=C(C=CC=C1)S(=O)(=O)O dodecylbenzenesulfonic acid dimethylaminopropylamine salt